3,4,4-trimethyl-5-hexenoic acid methyl ester COC(CC(C(C=C)(C)C)C)=O